C1(=CC=CC=C1)NC(OCN1C(\C(\C2=CC=CC=C12)=C\1/NC2=CC=CC=C2C1=O)=O)=O (Z)-(2',3-dioxo-[2,3'-biindolinylidene]-1'-yl)methyl phenylcarbamate